2-(azepan-1-yl)-4-((4-(2-(4-hydroxy-4-methylpiperidin-1-yl)ethyl)phenyl)amino)pyrimido[4,5-d]pyridazin-5(6H)-one N1(CCCCCC1)C=1N=C(C2=C(C=NNC2=O)N1)NC1=CC=C(C=C1)CCN1CCC(CC1)(C)O